NC1=C2C(=NC=N1)N(N=C2C2=CC=C(CNC(C1=C(C=CC(=C1)F)OC)=O)C=C2)C2CCN(CC2)CCN2CCN(CC2)C=2C=C1C(N(CC1=CC2)[C@@H]2C(NC(CC2)=O)=O)=O (S)-N-(4-(4-Amino-1-(1-(2-(4-(2-(2,6-dioxopiperidin-3-yl)-3-oxoisoindolin-5-yl)piperazin-1-yl)ethyl)piperidin-4-yl)-1H-pyrazolo[3,4-d]pyrimidin-3-yl)benzyl)-5-fluoro-2-methoxybenzamid